6-chloro-8-(4-chloro-2-fluoro-phenyl)-3-methyl-2-(trifluoromethyl)pyrimido[5,4-d]pyrimidin-4-one ClC=1N=C(C=2N=C(N(C(C2N1)=O)C)C(F)(F)F)C1=C(C=C(C=C1)Cl)F